1-(3-fluorocyclobutyl)-4-((5-phenyl-1,3,4-thiadiazol-2-yl)methyl)piperazine-2,3-dione FC1CC(C1)N1C(C(N(CC1)CC=1SC(=NN1)C1=CC=CC=C1)=O)=O